FC=C1CCN2CCC=C12 (fluoromethylene)tetrahydro-1H-pyrrolizin